N[C@@H]1[C@@H](C(O)O[C@@H]([C@H]1O)C)O 3-amino-3,6-dideoxy-D-mannopyranose